5-bromo-1-methyl-benzene BrC=1C=CC=C(C1)C